C(#N)C[C@H](C1CCCC1)N1N=CC(=C1)C=1C2=C(N=CN1)N(C=C2)COC(C(C)C2=CC(=CC=C2)C(C2=CC=CC=C2)=O)=O (4-(1-((R)-2-cyano-1-cyclopentylethyl)-1H-pyrazol-4-yl)-7H-pyrrolo[2,3-d]pyrimidin-7-yl)methyl-2-(3-benzoylphenyl)propanoate